tert-butyl [(1R,2R)-2-({6-[2-hydroxy-4-(trifluoromethyl)phenyl]-5-methyl-1,2,4-triazin-3-yl}amino)cyclohexyl]carbamate OC1=C(C=CC(=C1)C(F)(F)F)C1=C(N=C(N=N1)N[C@H]1[C@@H](CCCC1)NC(OC(C)(C)C)=O)C